17-(((S)-1-((2S,4R)-4-hydroxy-2-((4-(4-methylthiazol-5-yl)benzyl)carbamoyl)pyrrolidin-1-yl)-3,3-dimethyl-1-oxobutan-2-yl)amino)-17-oxoheptadecanoic acid O[C@@H]1C[C@H](N(C1)C([C@H](C(C)(C)C)NC(CCCCCCCCCCCCCCCC(=O)O)=O)=O)C(NCC1=CC=C(C=C1)C1=C(N=CS1)C)=O